NC1CCC2(C(N(C3=CN=C(C=C32)NC3=NC2=C(C=CC=C2C=C3)C(F)(F)F)C([2H])([2H])[2H])=O)CC1 (1s,4s)-4-Amino-1'-(methyl-d3)-5'-((8-(trifluoromethyl)quinolin-2-yl)amino)spiro[cyclohexane-1,3'-pyrrolo[2,3-c]pyridin]-2'(1'H)-one